[Cl-].[O+]1=C(C(O)=CC=2C(O)=CC(O)=CC12)C1=CC(O)=C(O)C=C1 cyanidine chloride